ClC=1C(=NC=CC1)N1CCCCC1 1-(3-chloropyridin-2-yl)piperidin